(3-((5-((4-amino-6-chloro-1H-pyrazolo[3,4-d]pyrimidin-1-yl)methyl)-2-bromobenzyl)oxy)-5-fluorophenyl)methanol NC1=C2C(=NC(=N1)Cl)N(N=C2)CC=2C=CC(=C(COC=1C=C(C=C(C1)F)CO)C2)Br